(1S,4S,7Z,10S,16E,21R)-7-Ethylidene-4,21-diisopropyl-2-oxa-12,13-dithia-5,8,20,23-tetrazabicyclo[8.7.6]tricos-16-ene-3,6,9,19,22-pentone C(/C)=C/1\C(N[C@H](C(O[C@@H]2/C=C/CCSSC[C@H](C(N1)=O)NC([C@H](NC(C2)=O)C(C)C)=O)=O)C(C)C)=O